2-(3-but-3-ynyldiazirin-3-yl)ethanamine C(CC#C)C1(N=N1)CCN